4-(2-methoxyphenyl)morpholine COC1=C(C=CC=C1)N1CCOCC1